7-[(4,5-dichloro-1H-indol-2-yl)carbonyl]hexahydroimidazo[1,5-a]pyrazin-3(2H)-one ClC1=C2C=C(NC2=CC=C1Cl)C(=O)N1CC2N(CC1)C(NC2)=O